(19R)-3-ethyl-16-fluoro-10,19-dimethyl-5,20-dioxa-4,10,11,23,25-pentaazapentacyclo[19.3.1.02,6.08,12.013,18]pentacosa-1(24),2(6),3,8,11,13,15,17,21(25),22-decaen-22-amine C(C)C=1C=2C3=CN=C(C(O[C@@H](C4=CC(=CC=C4C4=NN(C=C4CC2ON1)C)F)C)=N3)N